N-(2-hydroxyethyl)-3-[(7-trifluoromethylquinolin-4-yl)amino]benzamide OCCNC(C1=CC(=CC=C1)NC1=CC=NC2=CC(=CC=C12)C(F)(F)F)=O